COC1(C2CCCC1CN(C2)CCN3CCNC3=O)C4=CC=C(S4)C(=O)N 5-((1R,5S,9r)-9-methoxy-3-(2-(2-oxoimidazolidin-1-yl)ethyl)-3-azabicyclo[3.3.1]nonan-9-yl)thiophene-2-carboxamide (S)-2-hydroxysuccinate